mono-nitrotoluene [N+](=O)([O-])C1=CC=C(C)C=C1